N-((4,4-Difluorocyclohexyl)(5-(2-methoxy-1-(2-oxo-4-(trifluoromethyl)imidazolidin-1-yl)ethyl)benzo[d]oxazol-2-yl)methyl)-1-ethyl-1H-pyrazole-5-carboxamide FC1(CCC(CC1)C(NC(=O)C1=CC=NN1CC)C=1OC2=C(N1)C=C(C=C2)C(COC)N2C(NC(C2)C(F)(F)F)=O)F